N-ethyl-N-(2,2,2-trifluoro-1-(4-fluorophenyl)ethyl)-2,3-dihydrobenzofuran-6-sulfonamide C(C)N(S(=O)(=O)C1=CC2=C(CCO2)C=C1)C(C(F)(F)F)C1=CC=C(C=C1)F